Cl.Cl.N1(CCNCC1)C1=CC=C(C=N1)C=1C=2N(C=CC1)N=CC2C#N 4-(6-(piperazin-1-yl)pyridin-3-yl)pyrazolo[1,5-a]pyridine-3-carbonitrile dihydrochloride